isopropyl 2-((4-((2-(bis(methyl-d3)amino) ethyl)(methyl)amino)-2-methoxy-5-nitrophenyl)amino)-4-(3,3,5-trimethyl-2,3-dihydro-1H-pyrrolo[3,2-b]pyridin-1-yl)pyrimidine-5-carboxylate C([2H])([2H])([2H])N(CCN(C1=CC(=C(C=C1[N+](=O)[O-])NC1=NC=C(C(=N1)N1CC(C2=NC(=CC=C21)C)(C)C)C(=O)OC(C)C)OC)C)C([2H])([2H])[2H]